CN1CCC(CC1)NC1=C2C=C(N(C2=CC=C1)CC(F)(F)F)C1=NN=C(S1)CNC(=O)[C@H]1[C@@H](C1)C(=O)[O-] (1R,2R)-2-{[(5-{4-[(1-methylpiperidin-4-yl)amino]-1-(2,2,2-trifluoroethyl)-1H-indol-2-yl}-1,3,4-thiadiazol-2-yl)methyl]carbamoyl}cyclopropane-1-carboxylate